C(C1=CC=CC=C1)SC=1C=C(C=2N(C1)C(=NN2)C(=O)NNC(C(F)(F)F)=O)Br 6-(benzylthio)-8-bromo-N'-(2,2,2-trifluoroacetyl)-[1,2,4]triazolo[4,3-a]pyridine-3-Carbohydrazide